8-benzyl-3-(trifluoromethyl)-7,8,9,10-tetrahydroimidazo[2,1-a][2,6]naphthyridine C(C1=CC=CC=C1)N1CC=2C=CN3C(C2CC1)=NC=C3C(F)(F)F